N-(2-(3,5-dimethyl-4-hydroxybenzyl)-4-methylphenyl)-4-methylbenzenesulfonamide CC=1C=C(CC2=C(C=CC(=C2)C)NS(=O)(=O)C2=CC=C(C=C2)C)C=C(C1O)C